N-(4-tert-butylphenyl)-1,5,5,8,8-pentamethyl-5,6,7,8-tetrahydronaphthalen-2-amine C(C)(C)(C)C1=CC=C(C=C1)NC1=C(C=2C(CCC(C2C=C1)(C)C)(C)C)C